C1(CCCCC1)C[C@@H](C(=O)N[C@H](C=O)CCC(=O)N1CCOC2=C(C1)C=CC=C2)NC(OCCCCCCC)=O heptyl ((S)-3-cyclohexyl-1-(((S)-5-(2,3-dihydrobenzo[f][1,4]oxazepin-4(5H)-yl)-1,5-dioxopentan-2-yl)amino)-1-oxopropan-2-yl)carbamate